lauryl-sarcosine lauroyl-sarcosinate C(CCCCCCCCCCC)(=O)N(C)CC(=O)O.C(CCCCCCCCCCC)N(C)CC(=O)O